O=C1N(CCN1)CCN1CCN(CC1)CCN(CC#N)CC#N 2,2'-((2-(4-(2-(2-oxoimidazolidin-1-yl)ethyl)piperazin-1-yl)ethyl)azanediyl)diacetonitrile